(S)-1-(3-CHLORO-2-CYANOPHENYL)PIPERIDINE-3-CARBOXYLIC ACID ClC=1C(=C(C=CC1)N1C[C@H](CCC1)C(=O)O)C#N